1-(6-(4-fluorophenoxy)pyridin-3-yl)ethan-1-one FC1=CC=C(OC2=CC=C(C=N2)C(C)=O)C=C1